2-(dimethylamino)-5-(1-isopropylsulfonylamino)-N-(3-(thiazol-2-yl)benzyl)benzamide CN(C1=C(C(=O)NCC2=CC(=CC=C2)C=2SC=CN2)C=C(C=C1)NS(=O)(=O)C(C)C)C